C(C)(CC)P(=O)(C(C)CC)C(CCC(C#P=O)C(C)CC)C(C)CC 1-di-sec-butylphosphoryl-4,1-di-sec-butylphosphoryl-pentane